1,3-dichlorobenzofuro[3,2-c]pyridine ClC1=NC(=CC2=C1C1=C(O2)C=CC=C1)Cl